3-Ethyl-5-(2-methylpyridin-3-ylmethyl)-4-oxo-4,5,6,7-tetrahydropyrazolo[1,5-a]pyrazine-2-carboxylic acid (5-difluoromethyl-[1,3,4]thiadiazol-2-yl) amide FC(C1=NN=C(S1)NC(=O)C1=NN2C(C(N(CC2)CC=2C(=NC=CC2)C)=O)=C1CC)F